C1(CC1)COCCOC1=CC=C2C=C(C(=C(C2=C1)F)N1CC(NS1(=O)=O)=O)O 5-{7-[2-(cyclopropylmethoxy)ethoxy]-1-fluoro-3-hydroxynaphthalen-2-yl}-1λ6,2,5-thiadiazolidine-1,1,3-trione